1-(4-(1,1-difluoro-2-hydroxy-2-methylpropyl)pyridin-2-yl)ethanone FC(C(C)(C)O)(F)C1=CC(=NC=C1)C(C)=O